3-(4-methoxyphenethyl)-5-((7-methyl-6-oxo-6H-purin-1(7H)-yl)methyl)-1,3,4-oxadiazol-2(3H)-one COC1=CC=C(CCN2C(OC(=N2)CN2C=NC=3N=CN(C3C2=O)C)=O)C=C1